C(CCCCCCC)P(OC(C)C)(OC(C)C)([O-])CCCCCCCC.C(CCCCCCC)P(OC(C)C)(OC(C)C)([O-])CCCCCCCC tetraisopropyl di(dioctylphosphite)